1,2-cyclohexanedicarboxylic acid, dinonyl ester C1(C(CCCC1)C(=O)OCCCCCCCCC)C(=O)OCCCCCCCCC